C1N(CC12COCC2)CC2=C(C=C(CNC1=C3C(N(C(C3=CC=C1)=O)C1C(NC(CC1)=O)=O)=O)C=C2)C 4-(4-(6-oxa-2-azaspiro[3.4]octan-2-ylmethyl)-3-methylbenzylamino)-2-(2,6-dioxopiperidin-3-yl)isoindoline-1,3-dione